5-({5-[3-(Azetidin-3-yl)methoxy-5-methoxypyridin-4-yl]-1H-pyrazol-3-yl}amino)pyrazine-2-carbonitrile N1CC(C1)COC=1C=NC=C(C1C1=CC(=NN1)NC=1N=CC(=NC1)C#N)OC